C(C)C1=C(C(=CC(=C1)F)OCOC)B1OC(C(O1)(C)C)(C)C 2-(2-Ethyl-4-fluoro-6-(methoxymethoxy)phenyl)-4,4,5,5-tetramethyl-1,3,2-dioxaborolane